4-(4-fluorophenyl)-N-(5-hydroxypyrimidin-2-yl)-piperazine-1-carboxamide FC1=CC=C(C=C1)N1CCN(CC1)C(=O)NC1=NC=C(C=N1)O